ClC1=C(C(=CC=C1)Cl)N1CC(C1)C1=C(C=C(CN2CC(C2)(O)C)C=C1C)C (4-(1-(2,6-dichlorophenyl)azetidin-3-yl)-3,5-dimethylbenzyl)-3-methylazetidin-3-ol